N-(4-((4-(ethoxymethyl)-4-phenethyl-piperidin-1-yl)methyl)benzyl)acetamide HCl Cl.C(C)OCC1(CCN(CC1)CC1=CC=C(CNC(C)=O)C=C1)CCC1=CC=CC=C1